C(C)(=O)O.CC#N methyl cyanide (acetate)